C(C)(C)(C)OC([C@@H](CC1=CC(=CC=C1)NC=1C=C2CCCC2=CC1)[C@@H]1CN(CC1)C(=O)OC(C)(C)C)=O tert-Butyl (3R)-3-[(1S)-2-tert-butoxy-1-[[3-(indan-5-ylamino)phenyl]methyl]-2-oxo-ethyl]pyrrolidine-1-carboxylate